phosphoric acid ethanolamine salt C(O)CN.P(O)(O)(O)=O